5-chloro-2-(6-(2,6-dichloro-3,5-dimethoxyphenyl)-4,5,6,7-tetrahydro-1H-indazol-3-yl)aniline ClC=1C=CC(=C(N)C1)C1=NNC=2CC(CCC12)C1=C(C(=CC(=C1Cl)OC)OC)Cl